OC1COCOC1 3-hydroxy-1,5-dioxan